N-(p-toluenesulfonyl)-N'-(3-p-toluenesulfonyl-oxy-phenyl)urea CC1=CC=C(C=C1)S(=O)(=O)NC(=O)NC1=CC(=CC=C1)OS(=O)(=O)C1=CC=C(C)C=C1